2-((3-(3-amino-5-fluoro-2-methoxyphenyl)-1,2,4-oxadiazol-5-yl)methyl)-1,2-thiazinan 1,1-dioxide NC=1C(=C(C=C(C1)F)C1=NOC(=N1)CN1S(CCCC1)(=O)=O)OC